C1(CC1)CN1COC2=C(C1)C=1C(=C(OC1C=C2)C2=CC=CC=C2)C(=O)OCC ethyl 2-(cyclopropylmethyl)-8-phenyl-2,3-dihydro-1H-benzofuro[4,5-E][1,3]oxazine-9-carboxylate